3-BROMO-5-FORMYLFURAN-2-YLBORONIC ACID BrC1=C(OC(=C1)C=O)B(O)O